5-iodo-3,3-dimethyl-1-({4-[(2-oxopyrid-1-yl)methyl]phenyl}methyl)-3H-indole IC=1C=C2C(CN(C2=CC1)CC1=CC=C(C=C1)CN1C(C=CC=C1)=O)(C)C